C(C1=CC=CC=C1)N1CCC2=CC=C(C=C12)NC(=O)NC1=CC=C2C=CNC2=C1 1-(1-benzylindolin-6-yl)-3-(1H-indol-6-yl)urea